(E)-10-Benzylidene-6-bromo-3,3-dimethyl-2,3,4a,9,9a,10-hexahydro-1H-indeno[1,2-c]pyrazolo[1,2-a]pyrazol-1-one C(/C1=CC=CC=C1)=C\1/C2C(N3N1C(CC3(C)C)=O)C=3C=C(C=CC3C2)Br